C(C)N1CCC2(C[C@@H]2C(=O)N[C@@H](CCCCCC(CC)=O)C=2NC(=CN2)C=2C=C3C=CC(N(C3=CC2OC)C)=O)CC1 (S)-6-ethyl-N-((S)-1-(5-(7-methoxy-1-methyl-2-oxo-1,2-dihydroquinolin-6-yl)-1H-imidazol-2-yl)-7-oxononyl)-6-azaspiro[2.5]octane-1-carboxamide